ethyl 2-methyl-5-(1-phenylethoxy)benzofuran-3-carboxylate CC=1OC2=C(C1C(=O)OCC)C=C(C=C2)OC(C)C2=CC=CC=C2